acetic acid (2-hydroxyisodecyl acetate) OC(CCC(=O)O)CCCCCC(C)C.C(C)(=O)O